[Cl-].[Ta+5].[Cl-].[Cl-].[Cl-].[Cl-] tantalum (V) chloride